6-((4-((3-Aminopropyl)amino)-5-(trifluoromethyl)pyrimidin-2-yl)amino)-3,4-dihydroquinolin-2(1H)-one NCCCNC1=NC(=NC=C1C(F)(F)F)NC=1C=C2CCC(NC2=CC1)=O